tert-Butyl 2-(dimethylcarbamoyl)-3-methyl-7,8-dihydro-4H-pyrazolo[1,5-a][1,4]diazepine-5(6H)-carboxylate CN(C(=O)C1=NN2C(CN(CCC2)C(=O)OC(C)(C)C)=C1C)C